O1C(OCC1)C=1C=C(C=CC1)N1C(C(C2=CC=CC=C12)(C)O)=O 1-(3-(1,3-dioxolan-2-yl)phenyl)-3-hydroxy-3-methylindoline-2-one